FC(OC1CC2N(C(C1)C2)C(=O)OC(C)(C)C)F tert-butyl 3-(difluoromethoxy)-6-azabicyclo[3.1.1]heptane-6-carboxylate